(S)-2-((1-((1,1-bis(3-methylphenyl)prop-1-en-2-yl)amino)-1-oxopropan-2-yl)carbamoyl)-4-methoxypyridin-3-yl isobutyl carbonate C(OC=1C(=NC=CC1OC)C(N[C@H](C(=O)NC(=C(C1=CC(=CC=C1)C)C1=CC(=CC=C1)C)C)C)=O)(OCC(C)C)=O